(2R,4R)-1-(3-chloro-2-fluorobenzyl)-4-((6-cyclopropyl-5-fluoro-2-((5-methyl-1H-pyrazol-3-yl)-amino)pyrimidin-4-yl)methyl)-2-methylpiperidine-4-carboxylic acid ClC=1C(=C(CN2[C@@H](C[C@@](CC2)(C(=O)O)CC2=NC(=NC(=C2F)C2CC2)NC2=NNC(=C2)C)C)C=CC1)F